C(=O)(O)[C@H](CC(=O)N1CC2=CC(=C(C(=C2C1)F)OCCCOC1=C(C=C2C(=N1)C=C(S2)C(C[C@@H](C(=O)O)C)=O)OC)OC)C (S)-4-(5-(3-((2-((S)-3-carboxybutanoyl)-4-fluoro-6-methoxyisoindolin-5-yl)oxy)propoxy)-6-methoxythieno[3,2-b]pyridin-2-yl)-2-methyl-4-oxobutanoic acid